ON1C(N=CC=C1)N1CC2C(C2C1)NCC1=NC2=CC=C(C=C2C=C1)F N-hydroxy-2-{6-[(6-fluoro-quinolin-2-ylmethyl)-amino]-3-aza-bicyclo[3.1.0]hex-3-yl}pyrimidine